C(#C)C=1C=CC(=C(NC=2C3=C(N=CN2)C=CC(=N3)N3CN(CC3)C(C=C)=O)C1)F 1-[3-[4-(5-ethynyl-2-fluoro-anilino)pyrido[3,2-d]pyrimidin-6-yl]imidazolidin-1-yl]prop-2-en-1-one